C(C)(C)(C)OC([C@@H](N)CCCCNC(=O)OCC1=CC=CC=C1)=O N6-((benzyloxy)carbonyl)-L-lysine tertiary butyl ester